7-(4-methyl-4,7-diazaspiro[2.5]octan-7-yl)-5H-[1,3,4]thiadiazolo[3,2-a]pyrimidin-5-one CN1C2(CC2)CN(CC1)C=1N=C2N(C(C1)=O)N=CS2